CC1=NN2C(=NC(=CC2=N1)N)C1=CC=C(C=C1)S(=O)(=O)C 2-methyl-5-(4-methylsulfonylphenyl)-[1,2,4]triazolo[1,5-c]pyrimidin-7-amine